(5-cyano-6-methylsulfanyl-2-phenyl-pyrimidin-4-yl)acetohydrazide C(#N)C=1C(=NC(=NC1SC)C1=CC=CC=C1)CC(=O)NN